7-methyl-2-((6-methyl-2,3-dihydrobenzofuran-5-yl)amino)-9-((tetrahydro-2H-pyran-4-yl)methyl)-7,9-dihydro-8H-purin-8-one CN1C(N(C2=NC(=NC=C12)NC=1C(=CC2=C(CCO2)C1)C)CC1CCOCC1)=O